N-(4,4-difluoro-1,1-dioxo-3,4-dihydro-2H-1λ6-benzothiopyran-8-yl)-N-[(4-formyl-3-nitrophenyl)methyl]-2-methylpyrimidine-5-carboxamide FC1(CCS(C2=C1C=CC=C2N(C(=O)C=2C=NC(=NC2)C)CC2=CC(=C(C=C2)C=O)[N+](=O)[O-])(=O)=O)F